BrC1=CN=C2N1C=CC=C2 3-bromo-imidazo[1,2-a]pyridine